N1(CCCC1)C(=O)OCCCOC=1C(=CC=2C3=C(C(=NC2C1)C1CCCC1)CCC3)OC 1-[3-({4-cyclopentyl-8-methoxy-1H,2H,3H-cyclopenta[c]quinolin-7-yl} oxy)propyl] pyrrolidineformate